[Br-].CN1CN(C2=C1C=CC=C2)CCCCCCCC 1-methyl-3-octylbenzimidazole bromide